N'-(4-((tert-butyldimethylsilyl)oxy)-2-ethylphenyl)-6-phenyl-4-((2-(trifluoromethyl)-cyclohexyl)amino)pyrrolo[1,2-b]pyridazine-3-carboximidamide [Si](C)(C)(C(C)(C)C)OC1=CC(=C(C=C1)N=C(N)C1=C(C=2N(N=C1)C=C(C2)C2=CC=CC=C2)NC2C(CCCC2)C(F)(F)F)CC